1-ethyl-1-n-propylpyrrolidinium C(C)[N+]1(CCCC1)CCC